C(CCCCCCCCCCCCCCCCCCCCCCCCCCCCCCCCCCCCCC)(=O)OCCCCCCCCCCCCCCCCCCCCCCCC lignoceryl nonatriacontanoate